N-(4-((4-(2-Methylchinolin-4-yl)piperazin-1-yl)sulfonyl)phenyl)acetamid CC1=NC2=CC=CC=C2C(=C1)N1CCN(CC1)S(=O)(=O)C1=CC=C(C=C1)NC(C)=O